Cl.S1C(=CC=C1)C(C(=O)N)C thiophen-2-yl-propionamide hydrochloride